[Sn].[Au].[Pd] palladium gold tin